CN(C1(CCC2(CNC(N2CC2(CCC2)O)=O)CC1)C1=CC(=CC=C1)F)C 8-(dimethylamino)-8-(3-fluorophenyl)-1-((1-hydroxycyclobutyl)methyl)-1,3-diazaspiro[4.5]decan-2-one